ClC=1N=C(C2=CC=CC(=C2C1)C#N)C(=O)N[C@@H]1C[C@H](C1)OC 3-chloro-5-cyano-N-((trans)-3-methoxycyclobutyl)isoquinoline-1-carboxamide